trans-1-(3-(2-((4-aminocyclohexyl)amino)-5-fluoropyrimidin-4-yl)phenyl)piperidin-2-one N[C@@H]1CC[C@H](CC1)NC1=NC=C(C(=N1)C=1C=C(C=CC1)N1C(CCCC1)=O)F